2-chloro-N1-(4-chloro-3-(pyridin-2-yl)phenyl)-N-(3-(diethylamino)propyl)terephthalamide ClC1=C(C(=O)N(CCCN(CC)CC)C2=CC(=C(C=C2)Cl)C2=NC=CC=C2)C=CC(=C1)C(=O)N